(2R)-1-[(3RS,4SR)-3-fluoro-4-[(2-{3-[(2-fluoro-4-methanesulfonyl-6-methoxyphenyl)amino]prop-1-yn-1-yl}-1-propyl-1H-indol-4-yl)amino]piperidin-1-yl]-3-methoxypropan-2-ol F[C@@H]1CN(CC[C@@H]1NC1=C2C=C(N(C2=CC=C1)CCC)C#CCNC1=C(C=C(C=C1OC)S(=O)(=O)C)F)C[C@H](COC)O |&1:1,6|